5-(2,2-difluoroethyl)-2,2-dimethyl-1,3-dioxane-4,6-dione FC(CC1C(OC(OC1=O)(C)C)=O)F